COC(NCC1=C(C=CC=C1)C1=CSC(=C1)[C@@H](C)NC=1C2=C(C(NN1)=O)C=NC(=C2)N2CCN(CC2)C)=O (R)-methyl(2-(5-(1-((7-(4-methylpiperazin-1-yl)-4-oxo-3,4-dihydropyrido[3,4-d]pyridazin-1-yl)amino)ethyl)thiophen-3-yl)benzyl)carbamate